4-(((S)-piperidin-3-yl)amino)-6-(4-(((R)-quinuclidin-3-yl)oxy)phenyl)pyrido[3,2-d]pyrimidine-8-carboxamide N1C[C@H](CCC1)NC=1C2=C(N=CN1)C(=CC(=N2)C2=CC=C(C=C2)O[C@H]2CN1CCC2CC1)C(=O)N